C(C=C)OC(=O)NC=1C=C(C=CC1)C(C)(C)[C@H](N(C(OC(C)(C)C)=O)C)C(N[C@H](C(N([C@H](\C=C(\C(=O)OCC)/C)C(C)C)C)=O)C(C)(C)C)=O ethyl (6S,9S,12S,E)-6-(2-(3-(((allyloxy)carbonyl)amino)phenyl)propan-2-yl)-9-(tert-butyl)-12-isopropyl-2,2,5,11,14-pentamethyl-4,7,10-trioxo-3-oxa-5,8,11-triazapentadec-13-en-15-oate